COC1CCC(CC1)N1N=CC(=C1)N (4-methoxycyclohexyl)-1H-pyrazol-4-amine